FC(C(C[Si](OC)(OC)OC)C(F)(F)F)(F)F hexafluoroisobutyl-trimethoxysilane